NC1CCC(CC1)CC(=O)NC=1C=C2CN(C(C2=CC1)=O)C1C(NC(CC1)=O)=O 2-(4-aminocyclohexyl)-N-(2-(2,6-dioxopiperidin-3-yl)-1-oxoisoindoline-5-yl)acetamide